C1(CC1)C1=C(C(=NN1C1=C(N=C(O1)C)C)OCCCO)[N+](=O)[O-] 3-((5-cyclopropyl-1-(2,4-dimethyloxazol-5-yl)-4-nitro-1H-pyrazol-3-yl)oxy)propan-1-ol